3-(2-(3,3-difluoroazetidin-1-yl)-2-oxoethyl)-5-(4-(trifluoromethyl)phenyl)thieno[3,4-d]pyrimidin-4(3H)-one FC1(CN(C1)C(CN1C=NC=2C(C1=O)=C(SC2)C2=CC=C(C=C2)C(F)(F)F)=O)F